ClC1=CC=2N(C(=C1)C(=O)N[C@@H](C)C1=CC=C(C(=O)O)C=C1)C(=CN2)SC2=CC=C(C=C2)C(F)(F)F 4-((1S)-1-{[7-chloro-3-(4-trifluoromethylphenylsulfanyl)-imidazo[1,2-a]pyridine-5-carbonyl]amino}ethyl)benzoic acid